i-propyl(trimethylsilylmethyl)dimethoxysilane C(C)(C)[Si](OC)(OC)C[Si](C)(C)C